5-(2-mercapto-4-thiazolyl)-2-thiophenecarboxamide SC=1SC=C(N1)C1=CC=C(S1)C(=O)N